OC=1C=C2C(NC(=NC2=CC1OC)C)=O 6-Hydroxy-7-methoxy-2-methylquinazolin-4(3H)-one